phenyl pyruvate C(C(=O)C)(=O)OC1=CC=CC=C1